FC=1C=C2C=CN(C2=CC1)CCN(CCS(=O)(=O)C)C 2-(5-Fluoroindol-1-yl)-N-methyl-N-(2-methylsulfonylethyl)ethanamine